6-isopropyl-7H-[1,2,4]triazolo[3,4-b][1,3,4]thiadiazine C(C)(C)C1=NN2C(SC1)=NN=C2